O=S1(N(CCN1)C=1C=NN2C1CN([C@H](C2)C)C(=O)NC2=CC(=C(C(=C2)F)F)F)=O (6S)-3-(1,1-dioxo-1,2,5-thiadiazolidin-2-yl)-6-methyl-N-(3,4,5-trifluorophenyl)-6,7-dihydro-4H-pyrazolo[1,5-a]pyrazine-5-carboxamide